BrC1=CC=C2C=CC(=NC2=C1)NNC(=O)[C@H]1N(N(CCC1)C(=O)OC(C)(C)C)C(=O)OC(C)(C)C di-tert-butyl (3S)-3-[[(7-bromo-2-quinolyl)amino]carbamoyl]hexahydropyridazine-1,2-dicarboxylate